1-methyl-2-oxo-1,2-dihydropyridine-4-carbaldehyde CN1C(C=C(C=C1)C=O)=O